1-di-(methylthioethyl)amino-3-methylenepent-4-ene CSCCN(CCC(C=C)=C)CCSC